CC(C)(C)[O-].CC(C)(C)[O-].CC(C)(C)[O-].CC(C)(C)[O-].[Hf+4] hafnium tetra(t-butoxide)